C(C)(=O)C1=NC=CC(C1O)=O 2-acetyl-3-hydroxypyridin-4-one